(1S,2S)-2-((pyridin-2-yloxy)methyl)cyclopentan-1-amine N1=C(C=CC=C1)OC[C@@H]1[C@H](CCC1)N